ClC=1C=C(C(=NC1)OC1CCC2(C(NC3=CC=C(C=C23)C(=O)NCC)=O)CC1)F cis-4-((5-chloro-3-fluoropyridin-2-yl)oxy)-N-ethyl-2'-oxospiro[cyclohexane-1,3'-indoline]-5'-carboxamide